C(C)(C)(C)OC(=O)N(C=1C(=CC(=NC1)C(=O)OC)OC)CC#C methyl 5-[tert-butoxycarbonyl(prop-2-ynyl)amino]-4-methoxy-pyridine-2-carboxylate